2-methoxy-4,6-bis(tosyloxy)benzoic acid COC1=C(C(=O)O)C(=CC(=C1)OS(=O)(=O)C1=CC=C(C)C=C1)OS(=O)(=O)C1=CC=C(C)C=C1